C(C)(C)C(C(=O)N[Sn]NC(C(C(C)C)C(C)C)=O)C(C)C bis(diisopropylacetamido)tin (II)